(3S,6R)-3-(((benzyloxy) carbonyl) amino)-6-fluoroazacycloheptane-1-carboxylate C(C1=CC=CC=C1)OC(=O)N[C@@H]1CN(C[C@@H](CC1)F)C(=O)[O-]